CN(C1=CC=C(C=C1)C=1C=C2C(=CNC2=CC1)C=O)C 5-[4-(DIMETHYLAMINO)PHENYL]-1H-INDOLE-3-CARBALDEHYDE